FC=1C(=C(C=CC1)NC1=C(NC2=C1C(NCC2)=O)C2=CC=NC1=CC=C(N=C21)OC)C 3-[(3-fluoro-2-methylphenyl)amino]-2-(6-methoxy-1,5-naphthyridin-4-yl)-1H,5H,6H,7H-pyrrolo[3,2-c]pyridin-4-one